6-[3-(2,3-dichloro-6-fluorophenyl)-3-pyrrolidinylamino]-8-fluoro-3-methyl-3,4-dihydro-4-quinazolinone ClC1=C(C(=CC=C1Cl)F)C1(CNCC1)NC=1C=C2C(N(C=NC2=C(C1)F)C)=O